methyl 5-(1,1-difluoroethyl)pyridine-3-carboxylate FC(C)(F)C=1C=C(C=NC1)C(=O)OC